ClC1=CC(=C(CN2C(=NC=3N(C(N(C(C23)=O)CCCO)=O)C)C2(CCC(CC2)C(F)(F)F)F)C=C1)F 7-(4-chloro-2-fluorobenzyl)-8-(1-fluoro-4-(trifluoromethyl)cyclohexyl)-1-(3-hydroxypropyl)-3-methyl-3,7-dihydro-1H-purine-2,6-dione